N1=CC=C(C=C1)C1=NN2C(N=C(C=C2N2CCOCC2)N2N=C(C=C2)C2COCCC2)=C1 4-(2-(pyridin-4-yl)-5-(3-(tetrahydro-2H-pyran-3-yl)-1H-pyrazol-1-yl)pyrazolo[1,5-a]pyrimidin-7-yl)morpholine